tert-butyl (5-(4-cyanophenyl)thiazolo[5,4-b]pyridin-2-yl)carbamate C(#N)C1=CC=C(C=C1)C1=CC=C2C(=N1)SC(=N2)NC(OC(C)(C)C)=O